C1(CCCCC1)NC(OC)=NC1CCCCC1 1,3-dicyclohexyl-2-methyl-isourea